C(C)C1=C(C=CC(=C1)F)NC1=CN=C(C=C1C(=O)O)C(F)(F)F 5-((2-ethyl-4-fluorophenyl)-amino)-2-(tri-fluoromethyl)-isonicotinic acid